rac-(6R)-2-[2-chloro-5-[3-(trifluoromethyl)phenoxy]-4-pyridyl]-6-[(2,4-dimethylphenyl)methyl]-5,6-dihydro-1H-pyrimidin-4-one ClC1=NC=C(C(=C1)C=1N[C@@H](CC(N1)=O)CC1=C(C=C(C=C1)C)C)OC1=CC(=CC=C1)C(F)(F)F |r|